CC1=CC2=C(C3=CC=CC=C3C(=C2C=C1)C(=O)OCCCCCCCC)C(=O)OCCCCCCCC 2-methyl-9,10-bis(n-octyloxycarbonyl)anthracene